7-(3-ethyl-5-(hydroxymethyl)-1-methyl-1H-pyrazol-4-yl)-6-fluoro-1H-indole-2-carboxylate C(C)C1=NN(C(=C1C=1C(=CC=C2C=C(NC12)C(=O)[O-])F)CO)C